FC(C(=O)O)(F)F.C(N)(=N)N1CCC(=CC1)C=1C=C(OC1)C(=O)NC1=CC(=C(C(=C1)F)C=1CCN(CC1)C(N)=N)F 4-(1-carbamimidoyl-1,2,3,6-tetrahydropyridin-4-yl)-N-[4-(1-carbamimidoyl-1,2,3,6-tetrahydropyridin-4-yl)-3,5-difluorophenyl]furan-2-carboxamide trifluoroacetate